C[C@@]12CCC[C@@H]([C@@H]2CC[C@@H]1[C@H](C)CC#C[Si](C)(C)C)O (1R,3aR,4S,7aR)-7a-methyl-1-((R)-5-(trimethylsilyl)pent-4-yn-2-yl)octahydro-1H-inden-4-ol